5-(2-amino-[1,2,4]triazolo[1,5-a]pyridin-7-yl)-2,6-dimethyl-N-(3-(2,2,2-trifluoroethoxy)benzyl)nicotinamide NC1=NN2C(C=C(C=C2)C=2C(=NC(=C(C(=O)NCC3=CC(=CC=C3)OCC(F)(F)F)C2)C)C)=N1